CC(C[C@H]1[C@@H](C[C@H]2N(CCC3=CC(=C(C=C23)OC)OCCOCC#N)C1)O)(C)C 2-(2-{[(2R,3R,11bR)-3-(2,2-dimethylpropyl)-2-hydroxy-10-methoxy-1H,2H,3H,4H,6H,7H,11bH-pyrido[2,1-a]isoquinolin-9-yl]oxy}ethoxy)acetonitrile